N-(2-(5-isopropyl-1,4-diazepan-1-yl)-5,6-dimethylpyrimidin-4-yl)-1H-indazol-5-amine C(C)(C)C1NCCN(CC1)C1=NC(=C(C(=N1)NC=1C=C2C=NNC2=CC1)C)C